C123C(OC4CCCC5COCC45C1CCC(CC2=O)C3)=O 3,10-dioxapentacyclo[14.2.1.01,13.04,12.08,12]nonadecane-2,18-dione